tert-butyl (9aR)-3-(3-cyano-4-fluorophenyl)hexahydropyrazino[2,1-c][1,4]oxazine-8(1H)-carboxylate C(#N)C=1C=C(C=CC1F)C1CN2[C@@H](CO1)CN(CC2)C(=O)OC(C)(C)C